C1(CC1)N1CCN(CC1)C1=CC=C2N=C3C(C4=C(C(C3=NC2=C1)=O)N=CC=C4)=O 9-(4-Cyclopropylpiperazin-1-yl)pyrido[2,3-b]phenazin-5,12-dion